4-bromo-5-fluoro-7-iodobenzofuran BrC1=C(C=C(C2=C1C=CO2)I)F